6-[2-(trifluoromethyl)benzoylamino]pyridine-3-carboxylic acid FC(C1=C(C(=O)NC2=CC=C(C=N2)C(=O)O)C=CC=C1)(F)F